(endo)-5-((7-bromo-2-chloro-8-fluoro-6-iodo-3-nitroquinolin-4-yl)amino)-2-azabicyclo[2.1.1]hexane-2-carboxylic acid tert-butyl ester C(C)(C)(C)OC(=O)N1C2C(C(C1)C2)NC2=C(C(=NC1=C(C(=C(C=C21)I)Br)F)Cl)[N+](=O)[O-]